5-[(3R,5S)-4-(tert-butoxycarbonyl)-3,5-dimethylpiperazin-1-yl]cinnoline-8-carboxylic acid C(C)(C)(C)OC(=O)N1[C@@H](CN(C[C@@H]1C)C1=C2C=CN=NC2=C(C=C1)C(=O)O)C